6-Ethoxy-4-(6-(1-(6-methoxynicotinyl)-1,6-diazaspiro[2.5]oct-6-yl)pyridin-3-yl)pyrazolo[1,5-a]pyridine-3-carbonitrile C(C)OC=1C=C(C=2N(C1)N=CC2C#N)C=2C=NC(=CC2)N2CCC1(CN1CC1=CN=C(C=C1)OC)CC2